fluoro-5-(2-(4-methoxy-3-methylphenylamino)-5-methylpyrimidin-4-ylamino)benzo[d]oxazol-2(3H)-one FN1C(OC2=C1C=C(C=C2)NC2=NC(=NC=C2C)NC2=CC(=C(C=C2)OC)C)=O